C(C)(C)(C)OC(=O)N1CC(N2C=3C=CC=C([C@H](C/C=C/CCNC([C@@H]2C1)=O)NC(=O)OCC1=CC=CC=C1)C3)=O (7s,12e,15s)-15-{[(benzyloxy)carbonyl]amino}-3,8-dioxo-2,5,9-triazatricyclo[14.3.1.02,7]eicosa-1(20),12,16,18-tetraene-5-carboxylic acid tert-butyl ester